C(CCNCCNCCNCCNCCNCCC(=O)O)(=O)O 4,7,10,13,16-Pentaazanonadecanedioic acid